tert-butyl (3-((phenylamino)methyl)phenyl)carbamate C1(=CC=CC=C1)NCC=1C=C(C=CC1)NC(OC(C)(C)C)=O